C[C@H](C#C)O (R)-(+)-3-butyn-2-ol